FC(S(=O)(=O)OC1=NC(=C(C2=C1C=CS2)C2=C(C=C(C=C2)F)OCCOC)C2=NN1C(CNCC1)=N2)(F)F [7-[4-fluoro-2-(2-methoxyethoxy)phenyl]-6-(5,6,7,8-tetrahydro-[1,2,4]triazolo[1,5-a]pyrazin-2-yl)thieno[3,2-c]pyridin-4-yl] trifluoromethanesulfonate